[Cl-].[Cl-].FC(C=1C=C(C=C(C1)C(F)(F)F)C(=[Zr+2](C1=CC(=CC=2C3=CC(=CC=C3CC12)C(C)(C)C)C(C)(C)C)C1C=CC=C1)C1=CC(=CC(=C1)C(F)(F)F)C(F)(F)F)(F)F di-(3,5-ditrifluoromethyl-phenyl)methylene(cyclopentadienyl)(3,6-di-tert-butylfluorenyl)zirconium dichloride